2-(4-(8-(3,5-dimethylphenyl)-2-methyl-1H-imidazo[4,5-c]quinolin-1-yl)phenyl)-2-methylpropanenitrile CC=1C=C(C=C(C1)C)C1=CC=2C3=C(C=NC2C=C1)N=C(N3C3=CC=C(C=C3)C(C#N)(C)C)C